N-((S)-2,2-dicyclopropyl-1-(5-((S)-2-methoxy-1-((S)-2-oxo-4-(trifluoromethyl)imidazolidin-1-yl)ethyl)benzo[d]oxazol-2-yl)ethyl)-1-isopropyl-1H-pyrazole-5-carboxamide C1(CC1)C([C@@H](C=1OC2=C(N1)C=C(C=C2)[C@@H](COC)N2C(N[C@@H](C2)C(F)(F)F)=O)NC(=O)C2=CC=NN2C(C)C)C2CC2